tert-butyl (2S)-6-(benzyloxy)-2-{[(tert-butoxycarbonyl)(2-methylpropyl)amino]methyl}-4-fluoro-5-[(2-methoxy-2-oxoethyl)amino]-2,3-dihydro-1H-indole-1-carboxylate C(C1=CC=CC=C1)OC1=C(C(=C2C[C@H](N(C2=C1)C(=O)OC(C)(C)C)CN(CC(C)C)C(=O)OC(C)(C)C)F)NCC(=O)OC